1,5-Diazabicyclo(4.3.0)-nonen N12C=CCNC2CCC1